ClC=1C=C(C=CC1)N1N=CC=2C1=NC(=NC2NC(=O)C=2SC(=CC2)[N+](=O)[O-])C2=CC(=CC=C2)OC(F)(F)F N-(1-(3-chlorophenyl)-6-(3-(trifluoromethoxy)phenyl)-1H-pyrazolo[3,4-d]pyrimidin-4-yl)-5-nitrothiophene-2-carboxamide